tert-Butyl ((1S,3R)-3-(2-bromo-3-(methoxy-d3)phenoxy)cyclopentyl)carbamate BrC1=C(O[C@H]2C[C@H](CC2)NC(OC(C)(C)C)=O)C=CC=C1OC([2H])([2H])[2H]